4-((2,4-dichloro-5-methoxyphenyl)amino)-7-(3-(4-((2-(2,6-dioxopiperidin-3-yl)-4-fluoro-1,3-dioxoisoindolin-5-yl)methyl)piperazin-1-yl)propoxy)-6-methoxyquinoline-3-carbonitrile ClC1=C(C=C(C(=C1)Cl)OC)NC1=C(C=NC2=CC(=C(C=C12)OC)OCCCN1CCN(CC1)CC=1C(=C2C(N(C(C2=CC1)=O)C1C(NC(CC1)=O)=O)=O)F)C#N